C(C)OC=1CC2=C(NN=C2C2=CC=C(C=C2)F)C1 5-ethoxy-3-(4-fluorophenyl)-1,4-dihydrocyclopenta[c]pyrazole